COC1=CC=C(C=C1)C(CCCCCCCS(=O)(=O)[O-])=O.[Na+] sodium 8-(4-methoxyphenyl)-8-oxooctane-1-sulfonate